CN1C(=NN=C1)C1CCN(CC1)C1=C(C#N)C=CC=C1C=1C=NC=NC1 2-(4-(4-methyl-4H-1,2,4-triazol-3-yl)piperidin-1-yl)-3-(pyrimidin-5-yl)benzonitrile